C(C1=CC=CC=C1)OC=1C=C(OC(CC(=O)O)C2=CC=CC=C2)C=C(C1O)OCC1=CC=CC=C1 3-(3,5-bis(benzyloxy)-4-hydroxyphenoxy)-3-phenylpropionic acid